4-cyclopropyl-3-(N-(3'-fluoro-4-(trifluoromethyl)-[1,1'-biphenyl]-2-yl)sulfamoyl)benzoic Acid C1(CC1)C1=C(C=C(C(=O)O)C=C1)S(NC1=C(C=CC(=C1)C(F)(F)F)C1=CC(=CC=C1)F)(=O)=O